C(=O)NC1=CC=C(C(C(=O)O)=C1)O N-formyl-5-aminosalicylic acid